[N+](=O)([O-])C1=C(OCC(=O)N2C(CCC2)C2=CC=CC=C2)C=CC=C1 2-(2-Nitrophenoxy)-1-(2-phenylpyrrolidin-1-yl)ethanone